[Li].[Mg].CC1(NC(CCC1)(C)C)C 2,2,6,6-tetramethyl-piperidine magnesium lithium